5-(difluoromethyl)-3-(1-methylpyrrolidin-3-yl)thiophene-2-carboxamide FC(C1=CC(=C(S1)C(=O)N)C1CN(CC1)C)F